ethyl 1-amino-5-(4-fluorophenyl)-4-methylimidazole-2-carboxylate NN1C(=NC(=C1C1=CC=C(C=C1)F)C)C(=O)OCC